C(C)C(CO)(CCCCCCC(CO)(C)CC)C 2,9-diethyl-2,9-dimethyl-1,10-decanediol